C(#N)C1(CCC(CC1)N1CCC(CC1)CNC(OCC)=O)C1=CC=CC=C1 ethyl {[1-(4-cyano-4-phenylcyclohexyl)piperidin-4-yl]methyl}carbamate